(R)-2-amino-N-((R)-1-(((S)-5-amino-1-(3-benzyl-1,2,4-oxadiazol-5-yl)pentyl)amino)-3-(4-hydroxy-2,6-dimethylphenyl)-1-oxopropan-2-yl)-5-guanidino-pentanamide N[C@@H](C(=O)N[C@@H](C(=O)N[C@@H](CCCCN)C1=NC(=NO1)CC1=CC=CC=C1)CC1=C(C=C(C=C1C)O)C)CCCNC(=N)N